methyl (2S,4S)-1-((R)-2-((tert-butoxycarbonyl)amino)-3-cyclohexyl propanoyl)-4-(5-(2-hydroxypropan-2-yl)-1H-1,2,3-triazol-1-yl)pyrrolidine-2-carboxylate C(C)(C)(C)OC(=O)N[C@@H](C(=O)N1[C@@H](C[C@@H](C1)N1N=NC=C1C(C)(C)O)C(=O)OC)CC1CCCCC1